CO[Si]1(N(CCC1)CCCCCCCC[Si](OC)(CC)CC)C 2-methoxy-2-methyl-N-(diethylmethoxysilyloctyl)-1-aza-2-silacyclopentane